ClC1=CC=C(CN2N=CC(=C2)B2OC(C(O2)(C)C)(C)C)C=C1 1-(4-chlorobenzyl)-4-(4,4,5,5-tetramethyl-1,3,2-dioxaborolan-2-yl)-1H-pyrazole